2-(2,4-Dimethoxybenzyl)aminoacetic acid ethyl ester C(C)OC(CNCC1=C(C=C(C=C1)OC)OC)=O